ethyl-3-(3-dimethylaminopropyl)-carbodiimide C(C)N=C=NCCCN(C)C